6-hydroxy-N-(10-nonadecylamino)hexanamide OCCCCCC(=O)NNC(CCCCCCCCC)CCCCCCCCC